3,3'-(Octane-1,8-diyl)bis(1-ethyl-imidazolium) bromide [Br-].C(CCCCCCC[N+]1=CN(C=C1)CC)[N+]1=CN(C=C1)CC.[Br-]